FC1=NNC=N1 fluoro-1,2,4-triazole